C[C@@H]1O[C@@H](CN([C@@H]1CNC1=NC=C(C=N1)C(F)(F)F)C(=O)C1=NN(C(=C1C1=NC=C(C=C1)F)C)C([2H])([2H])[2H])C ((2S,3R,6R)-2,6-Dimethyl-3-(((5-(trifluoromethyl)pyrimidin-2-yl)amino)methyl)morpholino)(4-(5-fluoropyridin-2-yl)-5-methyl-1-(methyl-d3)-1H-pyrazol-3-yl)methanone